C(C1=CC=CC=C1)N1CCN(CCN(CCN(CC1)CC(=O)O)CC1=NC(=CC=C1)C(=O)O)CC(=O)O 2,2'-(4-benzyl-10-((6-carboxypyridin-2-yl)methyl)-1,4,7,10-tetraazacyclododecane-1,7-diyl)diacetic acid